ClC=1C=C(C=C(C1)NS(=O)(=O)C)NC(=O)C1=CN(C(=C1)C1=NC=C(C=N1)Cl)C N-(3-chloro-5-(methylsulfonamido)phenyl)-5-(5-chloropyrimidin-2-yl)-1-methyl-1H-pyrrole-3-carboxamide